ClC1=CC=C2C=C(C=NC2=C1)C(=O)N[C@H]1CC[C@@H](N(C1)C(=O)OC(C)(C)C)C(=O)OCC 1-tert-butyl 2-ethyl (2R,5S)-5-(7-chloroquinoline-3-amido)piperidine-1,2-dicarboxylate